CN1OC([C@@H]2[C@H](O1)C1=CC=CC=C1C2)C |r| (2RS,4ARS,9BSR)-2,4-dimethyl-4,4a,5,9b-tetrahydroindeno[1,2-d][1,3]dioxazine